1-[6-(3-cyano-5-methyl-pyrazol-1-yl)-5-[(1s)-1-hydroxyethyl]-2-pyridyl]benzimidazol C(#N)C1=NN(C(=C1)C)C1=C(C=CC(=N1)N1C=NC2=C1C=CC=C2)[C@H](C)O